5-((1S,4S)-2-oxa-5-azabicyclo[2.2.1]heptan-5-yl)-N-(3-(difluoromethyl)-1-((1s,4R)-4-(hydroxymethyl)cyclohexyl)-1H-pyrazol-4-yl)pyrazolo[1,5-a]pyrimidine-3-carboxamide [C@@H]12OC[C@@H](N(C1)C1=NC=3N(C=C1)N=CC3C(=O)NC=3C(=NN(C3)C3CCC(CC3)CO)C(F)F)C2